6-(4-(4-fluorophenyl)-1-(3-hydroxy-3-methylbutyl)-1H-imidazol-5-yl)imidazo[1,2-b]pyridazine-3-carbonitrile FC1=CC=C(C=C1)C=1N=CN(C1C=1C=CC=2N(N1)C(=CN2)C#N)CCC(C)(C)O